C(\C=C\CC(=O)[O-])(=O)[O-].[Na+].[Na+] sodium trans-pentenedioate